CC=1N(C(=CN1)C1=C(C(=C(C=C1)OC)F)F)C1=CC(=C(C=C1)C(=O)N1CCN(CC1)C(CCC#N)=O)Cl 2-methyl-N-[3-chloro-4-[4-(3-cyanopropionyl)piperazine-1-carbonyl]phenyl]-5-(2,3-difluoro-4-methoxy-phenyl)-imidazole